BrC1=CC=C(C=C1)SC1=CC=2C(=NN(N2)CC2=CC=C(C=C2)C2=NOC(=N2)C(F)(F)F)C=C1Cl 3-[4-[[5-(4-bromophenyl)sulfanyl-6-chloro-benzotriazol-2-yl]methyl]phenyl]-5-(trifluoromethyl)-1,2,4-oxadiazole